[6-[5-[(4aS,7aR)-4-methyl-2,3,4a,5,7,7a-hexahydropyrrolo[3,4-b][1,4]oxazin-6-yl]-benzimidazol-1-yl]-2-[3-(difluoromethyl)-5-methyl-pyrazol-1-yl]-3-pyridyl]methanol CN1[C@@H]2[C@H](OCC1)CN(C2)C2=CC1=C(N(C=N1)C1=CC=C(C(=N1)N1N=C(C=C1C)C(F)F)CO)C=C2